C(OC1=C(C=C(C=C1)C1(CCOCC1)C)S(=O)(=O)N)([2H])([2H])[2H] 2-(methoxy-d3)-5-(4-methyltetrahydro-2H-pyran-4-yl)benzenesulfonamide